ferrous (sec-butyl-phosphinate) C(C)(CC)P([O-])=O.[Fe+2].C(C)(CC)P([O-])=O